C[Si](CCCN)(OC)OC (3-methyldimethoxysilylpropyl)amine